N-cyclopropyl-2-fluoro-5-(6-((2-hydroxyethyl)amino)-5-(2-methyloxazol-5-yl)pyridin-3-yl)-4-methylbenzamide C1(CC1)NC(C1=C(C=C(C(=C1)C=1C=NC(=C(C1)C1=CN=C(O1)C)NCCO)C)F)=O